C(#CCC)C1=C2C=NNC2=CC=C1 4-(butane-1-yn-1-yl)-1H-indazole